N1(CCOCC1)C1=CC=C(C=C1)N1C=CC2=C1N=CNC2=O 7-[4-(morpholin-4-yl)phenyl]-3,7-dihydro-4H-pyrrolo[2,3-d]pyrimidin-4-one